NC1=NC(=C2C(=N1)N(N=C2)CC2=C(C=C(C=C2)N)F)C2=NC=CC(=C2)C#N 2-[6-amino-1-[(4-amino-2-fluoro-phenyl)methyl]pyrazolo[3,4-d]pyrimidine-4-yl]pyridine-4-carbonitrile